4-Amino-2-(pyridin-2-yl)benzonitrile NC1=CC(=C(C#N)C=C1)C1=NC=CC=C1